C1(=CC=C(C=C1)C(CC1=C(C=CC=C1)O)C)C(CC1=C(C=CC=C1)O)C 4'-[1,4-phenylenebis(1-methyl-ethylene)]bisphenol